tert-butyl 4-((6-(2-(azetidin-1-yl)-6-(methoxycarbonyl)pyridin-3-yl)-2,2-difluoro-7-azaspiro[3.5]nonan-7-yl)methyl)-5-methoxy-7-methyl-1H-indole-1-carboxylate N1(CCC1)C1=NC(=CC=C1C1CC2(CC(C2)(F)F)CCN1CC1=C2C=CN(C2=C(C=C1OC)C)C(=O)OC(C)(C)C)C(=O)OC